C(CCCCCCC)(=O)OCCCCCCCCCCCCCCCCCCCCCCCCCCCCCC triacontyl n-octanoate